2-(3-(2-chloropyrimidin-4-yl)imidazo[1,2-a]pyridin-6-yl)-1,1,1-trifluoropropan-2-ol ClC1=NC=CC(=N1)C1=CN=C2N1C=C(C=C2)C(C(F)(F)F)(C)O